3-ethyl-4-(7-fluoro-3-(4-(1,2,5,6-tetrahydropyridin-3-yl)-1H-imidazol-2-yl)-1H-indazol-6-yl)phenol C(C)C=1C=C(C=CC1C1=CC=C2C(=NNC2=C1F)C=1NC=C(N1)C=1CNCCC1)O